hydroxy-5α-androstan-17-one OC[C@@]12C(CC[C@H]1[C@@H]1CC[C@H]3CCCC[C@]3(C)[C@H]1CC2)=O